2-(5-bromo-2-(isobutyryloxy)-3-(3-methylbenzoyloxy)benzylideneamino)-3-(4-hydroxyphenyl)propanoic acid BrC=1C=C(C(=C(C=NC(C(=O)O)CC2=CC=C(C=C2)O)C1)OC(C(C)C)=O)OC(C1=CC(=CC=C1)C)=O